N,N-di-isopropyl-N-(octenyl)amine C(C)(C)N(C=CCCCCCC)C(C)C